FC(C1=C(C(=CC=C1)F)N1CCC(CC1)N1C(N(C=2C(C1C)=CNN2)CC2=C(C=CC=C2)C(F)(F)F)=O)F 5-[1-(2-difluoromethyl-6-fluoro-phenyl)-piperidin-4-yl]-4-methyl-7-(2-trifluoromethyl-benzyl)-2,4,5,7-tetrahydro-pyrazolo[3,4-d]Pyrimidin-6-one